tert-butyl 3-((4aR,8aS)-hexahydro-1H-pyrido[3,4-b][1,4]oxazin-6(7H)-yl)-2,2-dimethylpropionate N1[C@@H]2[C@H](OCC1)CN(CC2)CC(C(=O)OC(C)(C)C)(C)C